rac-N-[(5R,6S)-2-ethyl-5-({[1-(pyrimidin-2-yl)piperidin-4-yl]oxy}methyl)-5,6,7,8-tetrahydro[1,2,4]triazolo[1,5-a]pyridin-6-yl]methanesulfonamide C(C)C1=NN2C(CC[C@@H]([C@@H]2COC2CCN(CC2)C2=NC=CC=N2)NS(=O)(=O)C)=N1 |r|